FC(OC1=CC(=C(C=C1)N1C(C2=CC=C(C=C2C1)OC(C)C1=CC=NC=C1)=O)F)F (4-(difluoromethoxy)-2-fluorophenyl)-5-(1-(pyridin-4-yl)ethoxy)isoindolin-1-one